FC1(C[C@]12CN[C@@H](C2)C(=O)NCC2=CC(=CS2)C(=N)NC(OCC2=CC=CC=C2)=O)F benzyl ((5-(((3R,6S)-1,1-difluoro-5-azaspiro[2.4]heptane-6-carboxamido)methyl) thiophen-3-yl)(imino)methyl)carbamate